C(C)(C)(C)OC(=O)N1C[C@H](CC1)C1=CN=C2C(=N1)N=C(C=C2)C2=C(C=C(C=C2C)C)O.C(C2=CC=CC=C2)C2CCC(CC2)=O benzyl-4-cyclohexanone tert-butyl-(3S)-3-[6-(2-hydroxy-4,6-dimethyl-phenyl)pyrido[2,3-b]pyrazin-3-yl]pyrrolidine-1-carboxylate